C(C)(C)(C)C1=CC=C(C=C1)C=1SC(=CN1)CO [2-(4-t-butylphenyl)thiazol-5-yl]methanol